NC1=NC=CC=C1C1=NC=2C(=NC(=CC2)C2=CC=CC=C2)N1C1=CC=C(C=C1)CNC(C(C)(C)C1=CC(=C(C=C1)C=O)O)=O N-({4-[2-(2-aminopyridin-3-yl)-5-phenylimidazo[4,5-b]pyridin-3-yl]phenyl}methyl)-2-(4-formyl-3-hydroxyphenyl)-2-methylpropanamide